N[C@@H](C(C)C)C(=O)N1[C@@H](C[C@H](C1)O)C(=O)N[C@@H](CO)C1=CC=C(C=C1)C1=C(C=NC=C1)C (2s,4R)-1-(L-valyl)-4-hydroxy-N-((R)-2-hydroxy-1-(4-(3-methylpyridin-4-yl)phenyl)ethyl)pyrrolidine-2-carboxamide